1-((3S,4S)-4-((tert-butyldiphenylsilyl)oxy)-3-methyltetrahydrofuran-3-yl)-4-iodopiperidine [Si](C1=CC=CC=C1)(C1=CC=CC=C1)(C(C)(C)C)O[C@H]1[C@@](COC1)(C)N1CCC(CC1)I